C(C1=CC=CC=C1)OC1=C(C=CC=C1)C1=CC2=C(N=N1)NC1=C2[C@H](NCC1)C (R)-3-(2-(benzyloxy)phenyl)-5-methyl-6,7,8,9-tetrahydro-5H-pyrido[3',4':4,5]pyrrolo[2,3-c]pyridazine